5,6-dihydro-8H-[1,2,4]triazolo[5,1-c][1,4]oxazine-2-carboxamide N=1C(=NN2C1COCC2)C(=O)N